N-(4-cyano-2-methyl-2H-indazol-5-yl)-4-(piperazin-1-yl)-2,3-dihydro-1H-pyrrolo[2,3-b]pyridine-1-carboxamide 2,2,2-trifluoroacetate FC(C(=O)O)(F)F.C(#N)C=1C2=CN(N=C2C=CC1NC(=O)N1CCC=2C1=NC=CC2N2CCNCC2)C